4-(3-azidopropyl)-3-chloro-5-(8-fluoro-2-(((2R,7aS)-2-fluorotetrahydro-1H-pyrrolizin-7a(5H)-yl)methoxy)-4-(3-(prop-2-yn-1-yl)piperidin-1-yl)pyrido[4,3-d]pyrimidin-7-yl)phenol N(=[N+]=[N-])CCCC1=C(C=C(C=C1C1=C(C=2N=C(N=C(C2C=N1)N1CC(CCC1)CC#C)OC[C@]12CCCN2C[C@@H](C1)F)F)O)Cl